[N+](=O)([O-])C1CC(C1)C(=O)[O-] 3-nitro-cyclobutanecarboxylate